gallium triphosphonate P(=O)([O-])OP(=O)([O-])OP(=O)[O-].[Ga+3]